3-(aminomethyl)-N,N,2-trimethyl-aniline NCC=1C(=C(N(C)C)C=CC1)C